1-(2-aminopropanoyl)-4-benzamidopyrrolidine-2-carboxylic acid NC(C(=O)N1C(CC(C1)NC(C1=CC=CC=C1)=O)C(=O)O)C